NN1C(=NC(=C1C(=O)N)C1=CC=C(C=C1)C(NC1=NC=CC(=C1)CC)=O)[C@H]1N(CCC1)C(C=C(C)C)=O (S)-1-amino-4-(4-((4-ethylpyridin-2-yl)carbamoyl)phenyl)-2-(1-(3-methylbut-2-enoyl)pyrrolidin-2-yl)-1H-imidazole-5-carboxamide